(1s,3s)-3-((6-(4-(bromomethyl)-3-methylisoxazol-5-yl)-2-methylpyridin-3-yl)oxy)cyclohexane-1-carboxylic acid isopropyl ester C(C)(C)OC(=O)[C@@H]1C[C@H](CCC1)OC=1C(=NC(=CC1)C1=C(C(=NO1)C)CBr)C